C12C(CC(C3C4C=CC(C13)C4)C2)CCCCC2OC2 2-(4-(1,2,3,4,4a,5,8,8a-octahydro-1,4:5,8-dimethanonaphthalen-2-yl)butyl)oxirane